5-methyl-1,2λ2,4-triazol-3(4H)-one CC=1NC([N]N1)=O